[C@@H]1(C[C@H](O)[C@@H](CO)O1)N1C(=O)NC(=O)C(C)=C1 ANTI-THYMIDINE